3-(2',3'-dichlorobenzidin-3-yl)-3-(3-(4-hydroxy-1,5-dimethyl-2-oxo-1,2-dihydropyridin-3-yl)ureido)propionic acid ClC1=C(C2=CC(=C(N)C=C2)C(CC(=O)O)NC(=O)NC=2C(N(C=C(C2O)C)C)=O)C=CC(=C1Cl)N